2-(thiazol-2-yl)-1,4-dihydropyrimidine-5-carboxylate hydrochloride Cl.S1C(=NC=C1)C=1NC=C(CN1)C(=O)O